2-(o-fluorophenyl)-4,5-diphenyl-imidazole FC1=C(C=CC=C1)C=1NC(=C(N1)C1=CC=CC=C1)C1=CC=CC=C1